C(C)(C)(C)NS(=O)(=O)C=1SC(=C(C1C1=CC(=C(C=C1)CN1C(=NC=C1)C)C)C)CC(C)C N-(tert-butyl)-5-isobutyl-4-Methyl-3-(3-methyl-4-((2-methyl-1H-imidazol-1-yl)methyl)phenyl)thiophene-2-sulfonamide